N-phenyl-N-(3-(pyridin-2-yl)phenyl)aniline C1(=CC=CC=C1)N(C1=CC=CC=C1)C1=CC(=CC=C1)C1=NC=CC=C1